(1-adamantyl)-5-(4-piperidinyl)-1,3,4-oxadiazole C12(CC3CC(CC(C1)C3)C2)C=2OC(=NN2)C2CCNCC2